C(C1=CC=CC=C1)OC(=O)N=C1N(C([C@@](N1)(CC(C)(C)C)C1=C(C=C(C=C1)Br)F)=O)[C@H](CO)C=1C=CC(=C(C(=O)OC)C1)Cl methyl 5-((S)-1-((R)-2-(((benzyloxy) carbonyl) imino)-4-(4-bromo-2-fluorophenyl)-4-neopentyl-5-oxoimidazolidin-1-yl)-2-hydroxyethyl)-2-chlorobenzoate